Tert-butyl (3-((4-(4-(benzyloxy)phenyl)tetrahydro-2H-pyran-4-yl)amino)-1,1,1-trifluoro-3-oxopropan-2-yl)carbamate C(C1=CC=CC=C1)OC1=CC=C(C=C1)C1(CCOCC1)NC(C(C(F)(F)F)NC(OC(C)(C)C)=O)=O